C1(CC1)N1C(C[C@H](C1)CN1N=C2N=C(C=CC2=C1)C1=C(C=C(C=C1C)C(F)(F)F)O)=O (R)-1-cyclopropyl-4-((6-(2-hydroxy-6-methyl-4-(trifluoromethyl)phenyl)-2H-pyrazolo[3,4-b]pyridin-2-yl)methyl)pyrrolidin-2-one